2-(N,N-dimethylamino)ethylisothiocyanate CN(C)CCN=C=S